(2R)-2-[(4-amino-3,5-dichloro-6-fluoro-2-pyridinyl)oxy]propionic acid, tetrahydrofuran-2-ylmethyl ester NC1=C(C(=NC(=C1Cl)F)O[C@@H](C(=O)OCC1OCCC1)C)Cl